N1CC(C1)OC1=CC=C(N=N1)C(=O)NC1CCC(CC1)OC1=CC(=C(C=C1)C#N)Cl 6-(azetidin-3-yloxy)-N-((1r,4r)-4-(3-chloro-4-cyanophenoxy)cyclohexyl)pyridazine-3-carboxamide